tert-butyl 2-(1-(tert-butoxycarbonyl)piperidin-4-yl)-6-(2,4-dioxotetrahydropyrimidin-1(2H)-yl)-1H-indole-1-carboxylate C(C)(C)(C)OC(=O)N1CCC(CC1)C=1N(C2=CC(=CC=C2C1)N1C(NC(CC1)=O)=O)C(=O)OC(C)(C)C